BICYCLO(2.2.1)HEPTAN-2-OL C12C(CC(CC1)C2)O